5-(tert-butyl)-N-(2-methyl-4-(2-((1S,2R)-2-methylcyclopropane-1-carboxamido)pyridin-4-yl)benzyl)-1,2,4-oxadiazole-3-carboxamide C(C)(C)(C)C1=NC(=NO1)C(=O)NCC1=C(C=C(C=C1)C1=CC(=NC=C1)NC(=O)[C@@H]1[C@@H](C1)C)C